N-[3-[4,5-dihydro-4-methyl-6-[[4-(4-morpholinylcarbonyl)phenyl]amino]-5-oxopyrazinyl]-2-methylphenyl]-4-(1,1-dimethylethyl)-benzamide CN1C=C(N=C(C1=O)NC1=CC=C(C=C1)C(=O)N1CCOCC1)C=1C(=C(C=CC1)NC(C1=CC=C(C=C1)C(C)(C)C)=O)C